tert-butyl (2-fluoro-4-((7R,14R)-6-(methyl-d3)-5-oxo-1-((triisopropylsilyl)ethynyl)-5,6,7,14-tetrahydro-7,14-methanobenzo[f]benzo[4,5]imidazo[1,2-a][1,4]diazocin-11-yl)benzyl)carbamate FC1=C(CNC(OC(C)(C)C)=O)C=CC(=C1)C1=CC2=C(N=C3N2[C@H]2C4=C(C(N([C@@H]3C2)C([2H])([2H])[2H])=O)C=CC=C4C#C[Si](C(C)C)(C(C)C)C(C)C)C=C1